C(=CCCCC)OC(CCC)=O HEXENYLBUTYRAT